butyl 4-(2-(allyloxy)-4-amino-3-isopropyloxybenzamido)benzoate C(C=C)OC1=C(C(=O)NC2=CC=C(C(=O)OCCCC)C=C2)C=CC(=C1OC(C)C)N